ClC1=C(C(=NC(=N1)CO)N1CCC(CC1)OC=1C=C2CCCC(C2=CC1)=O)C 6-((1-(6-chloro-2-(hydroxymethyl)-5-methylpyrimidin-4-yl)piperidin-4-yl)oxy)-3,4-dihydronaphthalen-1(2H)-one